CC1=CC(=NN1)NC(O[C@H]1[C@H](NC[C@@H]1O)CC1=CC=C(C=C1)OC)=O (2R,3S,4S)-4-hydroxy-2-[(4-methoxyphenyl)methyl]pyrrolidin-3-yl N-(5-methyl-1H-pyrazol-3-yl)carbamate